undecyl-bromobenzene C(CCCCCCCCCC)C1=C(C=CC=C1)Br